CNC1=CC(=CC=C1C)N(C)C1=CC=CC2=CC=CC=C12 N,N'-dimethylnaphthyl-6-methyl-m-phenylenediamine